C(C)(C)NC=1C=C2C(CC(NC2=C(C1)C)C(C)C)(C1=CC=CC=C1)C N,2-diisopropyl-4,8-dimethyl-4-phenyl-1,2,3,4-tetrahydroquinolin-6-amine